Fmoc-Asparaginol C(=O)(OCC1C2=CC=CC=C2C2=CC=CC=C12)N[C@@H](CC(N)=O)CO